(E)-4-(4-fluorophenyl)-2-m-bromophenylthiazolium FC1=CC=C(C=C1)C=1[NH+]=C(SC1)C1=CC(=CC=C1)Br